C(C)(C)(C)OC(NCC(NC1=C(SC(=C1)S(NCCCC)(=O)=O)C)=O)=O tert-Butyl-N-[({5-(butylsulfamoyl)-2-methylthiophen-3-yl}carbamoyl)methyl]carbamate